tert-Butyl (3R)-3-[(5-phenyl-1-trityl-1H-indazol-3-yl)carbamoyl]piperidine-1-carboxylate C1(=CC=CC=C1)C=1C=C2C(=NN(C2=CC1)C(C1=CC=CC=C1)(C1=CC=CC=C1)C1=CC=CC=C1)NC(=O)[C@H]1CN(CCC1)C(=O)OC(C)(C)C